ClC1=C(C=CC(=C1)C#N)S(=O)(=O)N1CC(C1)(CO)COC1=CC(=C(C#N)C=C1)F 4-((1-((2-chloro-4-cyanophenyl)sulfonyl)-3-(hydroxymethyl)azetidin-3-yl)methoxy)-2-fluorobenzonitrile